6-(benzyloxy)-7-methoxy-1-{(E)-2-[2-methyl-5-(pyridin-4-yl)phenyl]ethenyl}-1,2,3,4-tetrahydroisoquinoline C(C1=CC=CC=C1)OC=1C=C2CCNC(C2=CC1OC)\C=C\C1=C(C=CC(=C1)C1=CC=NC=C1)C